NC[C@H]([C@@H](C)NC(=O)C1=CC2=CC=CC(=C2C=C1)OC1=CC=C(C=C1)C(F)(F)F)O N-((2R,3R)-4-amino-3-hydroxybutan-2-yl)-5-(4-(trifluoromethyl)phenoxy)-2-naphthamide